2-(3-nitrobenzyl)-acetoacetic acid ethyl ester C(C)OC(C(C(=O)C)CC1=CC(=CC=C1)[N+](=O)[O-])=O